2-(2-chlorophenoxy)quinolin-6-amine ClC1=C(OC2=NC3=CC=C(C=C3C=C2)N)C=CC=C1